ClC1=CC(=C(C(=O)NC=2C=CC(=NC2)C(=O)O)C=C1Cl)OC1=C(C=C(C=C1)F)OC 5-(4,5-dichloro-2-(4-fluoro-2-methoxyphenoxy)benzamido)picolinic acid